C(#N)CCOC1CC(CC1)NC1=C2C(=NC=C1C(=O)OCCC)NC=C2 propyl 4-((3-(2-cyanoethoxy)cyclopentyl)amino)-1H-pyrrolo[2,3-b]pyridine-5-carboxylate